1-(hydroxymethyl)-3-(1-oxo-5-((S)-2-oxo-3-phenyl-4-(trifluoromethyl)imidazolidin-1-yl)isoindolin-2-yl)piperidine-2,6-dione OCN1C(C(CCC1=O)N1C(C2=CC=C(C=C2C1)N1C(N([C@@H](C1)C(F)(F)F)C1=CC=CC=C1)=O)=O)=O